(1-formyl-2-oxabicyclo[2.1.1]hex-4-yl)carbamic acid benzyl ester C(C1=CC=CC=C1)OC(NC12COC(C1)(C2)C=O)=O